methyl 3-((3,5-dichloro-4-(4-(3-fluoro-5-methoxybenzoyl)-2,6-dimethylphenoxy) phenyl) amino)-3-oxopropionate ClC=1C=C(C=C(C1OC1=C(C=C(C=C1C)C(C1=CC(=CC(=C1)OC)F)=O)C)Cl)NC(CC(=O)OC)=O